N-(2,5-dibromo-3-pyridyl)-2,2-dimethyl-propanamide BrC1=NC=C(C=C1NC(C(C)(C)C)=O)Br